FC(C=1C=C(C=CC1)/C=C/B(O)O)(F)F trans-2-[3-(trifluoromethyl)phenyl]vinyl-boronic acid